NC1CCN(CC1)C1=NC2=CC=C(C=C2C(=N1)C1=CC(=C(C#N)C=C1)F)C1=C(C(=CC=C1)F)F 4-(2-(4-Aminopiperidin-1-yl)-6-(2,3-difluorophenyl)quinazolin-4-yl)-2-fluorobenzonitrile